6-chloro-5'-(5-chloro-2-methylphenyl)-3'-isopropyl-2'-(4-methoxyphenyl)-3'H-spiro[indoline-3,4'-pyrrolo[3,4-d]imidazole]-2,6'(5'H)-dione ClC1=CC=C2C(=C1)NC(C21N(C(C=2N=C(N(C21)C(C)C)C2=CC=C(C=C2)OC)=O)C2=C(C=CC(=C2)Cl)C)=O